C(C=C)(=O)OCCCCCCOC1=CC=C(C=C1)C1=CC=C(C=C1)OCCCCCCOC(C=C)=O Acrylic acid 6-[4'-(6-acryloyloxy-hexyloxy)biphenyl-4-yloxy]hexyl ester